C(CCCCCCCCCCC)[N+](CC(=O)O)(C)C N-lauryl-N,N-dimethyl-N-carboxymethylammonium